4-(difluoromethyl)-2-hydroxypyridine-5-thiol FC(C1=CC(=NC=C1S)O)F